2-((1R,2R)-1-(2-cyano-5-fluorophenyl)-1-(3-fluoro-1-methyl-1H-pyrazol-4-yl)propan-2-yl)-5-hydroxy-N-(isoxazol-4-yl)-1-methyl-6-oxo-1,6-dihydropyrimidine-4-carboxamide C(#N)C1=C(C=C(C=C1)F)[C@@H]([C@@H](C)C=1N(C(C(=C(N1)C(=O)NC=1C=NOC1)O)=O)C)C=1C(=NN(C1)C)F